N-(2-(4-benzylpiperidin-1-yl)ethyl)-[1,1'-biphenyl]-4-sulfonamide C(C1=CC=CC=C1)C1CCN(CC1)CCNS(=O)(=O)C1=CC=C(C=C1)C1=CC=CC=C1